CC1=C(C=CC=C1)[I+]C1=C(C=CC=C1)C bis(2-methylphenyl)iodonium